2,4'-divinyloxybiphenyl C(=C)OC1=C(C=CC=C1)C1=CC=C(C=C1)OC=C